N-(4-(8-amino-6-methyl-3-(trideuteriomethyl)imidazo[1,5-a]pyrazin-1-yl)-3-methylphenyl)-2-(3-fluorophenyl)-2-hydroxyacetamide NC=1C=2N(C=C(N1)C)C(=NC2C2=C(C=C(C=C2)NC(C(O)C2=CC(=CC=C2)F)=O)C)C([2H])([2H])[2H]